tert-butyl ((7-fluoro-1H-pyrrolo[3,2-c]pyridin-2-yl)methyl)carbamate FC=1C2=C(C=NC1)C=C(N2)CNC(OC(C)(C)C)=O